phospho-acrylate P(=O)(=O)C(C(=O)[O-])=C